BrC(=O)OCCCC(C)C 4-methylpentyl bromoformate